ClC1=C(C=CC(=C1)Cl)[C@H]1[C@@H](C1)NC(=O)[C@]1(C=2C=CC=NC2[C@@](CC1)(CO)O)F (5S,8S)-N-((trans)-2-(2,4-dichlorophenyl)cyclopropyl)-5-fluoro-8-hydroxy-8-(hydroxymethyl)-5,6,7,8-tetrahydroquinoline-5-carboxamide